2-chloronicotinic acid ClC1=C(C(=O)O)C=CC=N1